ClC1=NC(=NC2=CC=CC=C12)C=1C=C(OCC(=O)NC(C)C)C=CC1 2-(3-(4-chloroquinazolin-2-yl)phenoxy)-N-isopropylacetamide